2,6-bis((1-methoxycyclopentyl)oxy)-5'-methyl-4-pentyl-2'-(prop-1-en-2-yl)-1,1'-biphenyl COC1(CCCC1)OC1=C(C(=CC(=C1)CCCCC)OC1(CCCC1)OC)C1=C(C=CC(=C1)C)C(=C)C